N2-(5-(diethylamino)pentan-2-yl)-N4-(9-ethyl-9H-carbazol-3-yl)pyrimidine-2,4-diamine C(C)N(CCCC(C)NC1=NC=CC(=N1)NC=1C=CC=2N(C3=CC=CC=C3C2C1)CC)CC